CC1=C(C=CC(=C1)Cl)O methyl-p-chlorophenol